(S)-N-(5-fluoro-2-(3-(hydroxymethyl)piperazin-1-yl)-4-isopropylphenyl)-2-(2-fluoro-6-methoxyphenyl)pyrimidine-4-carboxamide FC=1C(=CC(=C(C1)NC(=O)C1=NC(=NC=C1)C1=C(C=CC=C1OC)F)N1C[C@H](NCC1)CO)C(C)C